O1CC(CC1)OCC=1C=C2C(=CC=NC2=CC1)C(=O)O 6-(((Tetrahydrofuran-3-yl)oxy)methyl)quinoline-4-carboxylic acid